((1R)-1-(2-methyl-3-oxo-3-((3-(trifluoromethoxy)benzyl)amino)propionamido)-2-(p-tolyl)ethyl)boric acid CC(C(=O)N[C@@H](CC1=CC=C(C=C1)C)OB(O)O)C(NCC1=CC(=CC=C1)OC(F)(F)F)=O